ClC1=NC(=CC=N1)C(=O)N1CC(C(CC1)N1CC2=CC=CC=C2CC1)O 2-Chloro-6-(4-(3,4-dihydroisoquinolin-2(1H)-yl)-3-hydroxypiperidine-1-carbonyl)pyrimidine